1,2-dithiolane-3-carboxylic acid S1SC(CC1)C(=O)O